2-(3,4-diethoxyphenyl)-3-hydroxy-4h-1-benzopyran-4-one C(C)OC=1C=C(C=CC1OCC)C=1OC2=C(C(C1O)=O)C=CC=C2